[N-]=C=O.C(C=C)(=O)OCCC propyl acrylate isocyanate